C(=O)(OCCCCCCCC\C=C/CCCCCCCC)C(O)C(O)C(=O)OCCCCCCCC\C=C/CCCCCCCC di-oleyl tartrate